(7S)-11-chloro-9-(2,6-difluorophenyl)-N-[(2R)-2-hydroxypropyl]-7-methyl-12-(trifluoromethyl)-2,3,5,8,13-pentaazatricyclo[8.4.0.02,6]tetradeca-1(10),3,5,8,11,13-hexa-ene-4-carboxamide ClC=1C=2C(=N[C@H](C3=NC(=NN3C2C=NC1C(F)(F)F)C(=O)NC[C@@H](C)O)C)C1=C(C=CC=C1F)F